4-((4aR*,7aS*)-hexahydropyrrolo[3,4-b][1,4]oxazin-6(2H)-yl)-2,2-dimethyl-4-oxobutanoic acid O1[C@@H]2[C@H](NCC1)CN(C2)C(CC(C(=O)O)(C)C)=O |o1:1,2|